NC=1C=C(C=CC1)C(O)C1=C(C(=CC=C1)OCC1=CC=CC=C1)OCC1=CC=CC=C1 (3-aminophenyl)(2,3-bis(benzyloxy)phenyl)methanol